ClC=1C(=NC=CN1)NN=CC(=O)O 2-[(3-chloropyrazin-2-yl)hydrazono]acetic acid